(2S)-2-[9H-fluoren-9-ylmethoxycarbonyl-(methyl)amino]-3-(3-fluorophenyl)propionic acid C1=CC=CC=2C3=CC=CC=C3C(C12)COC(=O)N([C@H](C(=O)O)CC1=CC(=CC=C1)F)C